6-(6-((3,3-difluorocyclobutyl)methoxy)-5-fluoropyridin-3-yl)-2,2-difluoro-7-((5-methoxy-7-methyl-1H-indol-4-yl)methyl)-7-azaspiro[3.5]nonane FC1(CC(C1)COC1=C(C=C(C=N1)C1CC2(CC(C2)(F)F)CCN1CC1=C2C=CNC2=C(C=C1OC)C)F)F